2-(8-fluoro-1-oxo-2,6-naphthyridin-2(1H)-yl)acetic acid FC=1C=NC=C2C=CN(C(C12)=O)CC(=O)O